5-((1-(4-([1,3'-Bipyrrolidin]-1'-yl)phenyl)-1H-imidazol-4-yl)amino)pyrazine-2-carbonitrile N1(CCCC1)C1CN(CC1)C1=CC=C(C=C1)N1C=NC(=C1)NC=1N=CC(=NC1)C#N